Cl.FC1=CC2=C(C(=NO2)C2CN(CCC2)C(CCC(=O)C2C(N3C4=C(C=CC=C4C2)CC3)=O)C)C=C1 5-(4-(3-(6-fluorobenzoisoxazolyl)-1-piperidyl)pentanoyl)-5,6-dihydro-1H-pyrrolo[3,2,1-ij]quinoline-4(2H)-one hydrochloride